NC1=C(C(=O)NCC)C=C(C=N1)C1=C(C(=C(C=C1)NC(C(O)C1=CC(=CC(=C1)F)F)=O)F)C 2-amino-5-(4-(2-(3,5-difluorophenyl)-2-hydroxyacetamido)-3-fluoro-2-methyl-phenyl)-N-ethylnicotinamide